O=C1NC=2SC=3CC(CC3C2C(=NC1)C1=C(C=CC=C1)C(F)(F)F)C(=O)OC methyl 10-oxo-13-[2-(trifluoromethyl)phenyl]-7-thia-9,12-diazatricyclo-[6.5.0.02,6]trideca-1(8),2(6),12-triene-4-carboxylate